[C@@H]12OC[C@@H](N(C1)C1=NC=3N(C=C1)C=CC3C(=O)O)C2 [(1S,4S)-2-Oxa-5-azabicyclo[2.2.1]heptan-5-yl]pyrrolo[1,2-a]pyrimidine-8-carboxylic acid